tetrafluoropropyl propylene carbonate C(O)(O)=O.FC(CC(F)(F)F)C=CC